FC(C(=O)O)(F)F.FC1=C(C=CC(=C1)F)S(=O)(=O)NC=1C(=NC=C(C1)C=1C=C2C(=CN=NC2=CC1)N1CCNCC1)OC 2,4-difluoro-N-(2-methoxy-5-(4-(piperazin-1-yl)cinnolin-6-yl)pyridin-3-yl)benzenesulfonamide trifluoroacetate